OC(CC(C(=O)N)(CCCC(=O)N)CC(C)O)C bis(β-hydroxypropyl)adipamide